5-(2,6-dichloro-3,5-dimethoxyphenethyl)-3-(2-nitrophenyl)-1H-pyrazole ClC1=C(CCC2=CC(=NN2)C2=C(C=CC=C2)[N+](=O)[O-])C(=C(C=C1OC)OC)Cl